5-methyl-2-((6-methylbenzo[c][1,2,5]thiadiazol-5-yl)amino)-8-(tetrahydro-2H-pyran-4-yl)-5,8-dihydropyrido[2,3-d]pyrimidin-7(6H)-one CC1CC(N(C=2N=C(N=CC21)NC2=CC=1C(=NSN1)C=C2C)C2CCOCC2)=O